4-(6-((1R,5S)-3,8-diazabicyclo[3.2.1]octan-3-yl)-4-methyl-2,3-dihydropyrano[2,3,4-de][2,7]naphthyridin-9-yl)-5-ethynyl-6-fluoronaphthalen-2-ol [C@H]12CN(C[C@H](CC1)N2)C2=NC(=C1C=3C(=C(N=CC23)C2=CC(=CC3=CC=C(C(=C23)C#C)F)O)OCC1)C